C[C@H]1N(CCN(C1=O)C)CCOCC(=O)N1CCC2(CCN(CC2)C2=CC=C(C=N2)C=2C3=C(C(N(C2)C)=O)N(C=C3)S(=O)(=O)C3=CC=C(C)C=C3)CC1 (R)-4-{6-[9-(2-(2-(2,4-dimethyl-3-oxopiperazin-1-yl)ethoxy)acetyl)-3,9-diazaspiro[5.5]undecan-3-yl]pyridin-3-yl}-6-methyl-1-tosyl-1H-pyrrolo[2,3-c]pyridin-7(6H)-one